N1C=NC=C1C1=C(N=C2N1C=C(C=N2)C)C2=NC(=NN2)C(F)(F)F 5-[3-(1H-imidazol-5-yl)-6-methylimidazo[1,2-a]pyrimidin-2-yl]-3-(trifluoromethyl)-1H-1,2,4-triazole